N-ethyl-pyridinium bromonium salt [BrH2+].C(C)[N+]1=CC=CC=C1